Cl.C(C)OC(=O)C1NCC2=C(C=C(C(=C2C1)OCC1=CC=CC=C1)OC)Br 5-(benzyloxy)-8-bromo-6-methoxy-1,2,3,4-tetrahydroisoquinoline-3-carboxylic acid ethyl ester hydrochloride